N-Methyl-2-((2-(((1s,4s)-4-((7-morpholino-1,6-naphthyridin-5-yl)oxy)cyclohexyl)amino)pyrimidin-5-yl)oxy)acetamide CNC(COC=1C=NC(=NC1)NC1CCC(CC1)OC1=C2C=CC=NC2=CC(=N1)N1CCOCC1)=O